methyl trans-4-[(5-cyano-4-methyl-3-pyridyl)methyl]cyclohexanecarboxylate C(#N)C=1C(=C(C=NC1)C[C@@H]1CC[C@H](CC1)C(=O)OC)C